C1(CCC1)N1C(=NC2=C1C=C(C=C2)C=2OC=CN2)C=2N(C(C(=C(N2)C(=O)NC=2C=NOC2)OC)=O)C 2-[1-cyclobutyl-6-(1,3-oxazol-2-yl)-1H-1,3-benzodiazol-2-yl]-5-methoxy-1-methyl-N-(1,2-oxazol-4-yl)-6-oxo-1,6-dihydropyrimidine-4-carboxamide